N-(3-methoxybenzyl)-N-(4-(4-methylpiperazin-1-yl)benzyl)-3-((2-(2-morpholinoethoxy)ethoxy)methyl)aniline COC=1C=C(CN(C2=CC(=CC=C2)COCCOCCN2CCOCC2)CC2=CC=C(C=C2)N2CCN(CC2)C)C=CC1